Heptane-2,3-dicarboxylic acid CC(C(CCCC)C(=O)O)C(=O)O